FC(C(C)(C)O[Sn](C=C)(OC(C(F)(F)F)C)OC(C(F)(F)F)C)(F)F ((1,1,1-trifluoro-2-methylpropan-2-yl)oxy)bis((1,1,1-trifluoropropan-2-yl)oxy)(vinyl)stannane